fluoroimidazo[1,2-a]pyridine-8-carboxylic acid FC=1N=C2N(C=CC=C2C(=O)O)C1